CC=1C2=CC=CC=C2C=C2C=CC=C(C12)N 9-Methyl-anthracenylamine